(Bromomethyl)pyrazole BrCC1=NNC=C1